C(CCCCCCCCCCCCCCCCC)(=O)N.[Na].[Na] disodium stearamide